5-[2-(2-chlorophenyl)ethyl]-3-methyl-4-oxo-4,5,6,7-tetrahydropyrazolo[1,5-a]pyrazine-2-carboxylic acid (5-trifluoromethyl[1,3,4]thiadiazol-2-yl)amide FC(C1=NN=C(S1)NC(=O)C1=NN2C(C(N(CC2)CCC2=C(C=CC=C2)Cl)=O)=C1C)(F)F